2-(5-bromopyrimidin-2-yl)-1-phenyl-1,2,3,4-tetrahydroisoquinoline BrC=1C=NC(=NC1)N1C(C2=CC=CC=C2CC1)C1=CC=CC=C1